5-(3,5-dichlorophenyl)-N1,N1-dimethylnaphthalene-1,2-diamine HCl Cl.ClC=1C=C(C=C(C1)Cl)C=1C2=CC=C(C(=C2C=CC1)N(C)C)N